2,2,2-Trifluoro-N-[(1S)-1-[4-(3-methoxypropanoyl)phenyl]ethyl]acetamide FC(C(=O)N[C@@H](C)C1=CC=C(C=C1)C(CCOC)=O)(F)F